{8-bromo-6-fluoro-2-iodoimidazo[1,2-a]pyridin-3-yl}methanol BrC=1C=2N(C=C(C1)F)C(=C(N2)I)CO